2-((4-Amino-3-(4-hydroxyphenyl)-1H-pyrazolo[3,4-d]pyrimidin-1-yl)methyl)-3-(benzo[b]thiophen-2-ylmethyl)-5-(6-morpholino-6-oxohex-1-yn-1-yl)quinazolin-4(3H)-one NC1=C2C(=NC=N1)N(N=C2C2=CC=C(C=C2)O)CC2=NC1=CC=CC(=C1C(N2CC2=CC1=C(S2)C=CC=C1)=O)C#CCCCC(=O)N1CCOCC1